C1CC1C2=NC(=C(C(=N2)N)Cl)C(=O)O The molecule is an organochlorine herbicide, the structure of which is that of pyrimidine-4-carboxylic acid substituted at positions 2, 5 and 6 by cyclopropyl, chloro and amino groups respectively. It has a role as a herbicide and a synthetic auxin. It is a member of pyrimidines, a member of cyclopropanes and an organochlorine pesticide. It contains a primary amino group. It is a conjugate acid of an aminocyclopyrachlor(1-).